(7R)-2-{2-[1-(cyclopropylmethyl)-6-(2-methoxy-3-methylpyridin-4-yl)-1H-pyrrolo[2,3-b]pyridin-2-yl]-7-methoxy-1-methyl-1H-1,3-benzodiazole-5-carbonyl}-2-azabicyclo[2.2.1]heptan-7-amine C1(CC1)CN1C(=CC=2C1=NC(=CC2)C2=C(C(=NC=C2)OC)C)C2=NC1=C(N2C)C(=CC(=C1)C(=O)N1C2CCC(C1)[C@H]2N)OC